O=C1N(CC2=C3C(=CC=C12)C1(CCN(CC1)CC=1SC=C(N1)C1=CC=CC=C1)CO3)C3C(NC(CC3)=O)=O 3-(6-oxo-1'-((4-phenylthiazol-2-yl)methyl)-6,8-dihydro-2H,7H-spiro[furo[2,3-e]isoindole-3,4'-piperidin]-7-yl)piperidine-2,6-dione